3-fluoro-2-[1-(2-fluorophenyl)ethyl]aniline FC=1C(=C(N)C=CC1)C(C)C1=C(C=CC=C1)F